2-(6-{5-Chloro-2-[(oxan-4-yl)amino]pyrimidin-4-yl}-1-oxo-2,3-dihydro-1H-isoindol-2-yl)-N-(5-fluoro-2,3-dihydro-1H-inden-1-yl)acetamid ClC=1C(=NC(=NC1)NC1CCOCC1)C1=CC=C2CN(C(C2=C1)=O)CC(=O)NC1CCC2=CC(=CC=C12)F